C(C)(C)(C)OC(=O)N1CC(CC=C1C=1C=CC2=C(N=CS2)C1)C 6-(benzo[d]thiazol-5-yl)-3-methyl-3,4-dihydropyridine-1(2H)-carboxylic acid tert-butyl ester